FC1=C(C(=O)NC)C(=CC=C1)F 2,6-difluoro-N-methylbenzamide